FC1=C(C(=O)N)C(=CC=C1)OC 2-fluoro-6-methoxybenzamide